(tert-Butylthio)-1-(4-chlorobenzyl)-5-isopropyl-2-neopentyl-1H-indole C(C)(C)(C)SC1=C(N(C2=CC=C(C=C12)C(C)C)CC1=CC=C(C=C1)Cl)CC(C)(C)C